ClC=1C=C(C=CC1F)NC(=O)C1=C(N=CN1C)C1CC2CC(CC2C1)(O)C=1C(=NNC1)C(F)F N-(3-chloro-4-fluorophenyl)-4-(5-(3-(difluoromethyl)-1H-pyrazol-4-yl)-5-hydroxyoctahydropentalen-2-yl)-1-methyl-1H-imidazole-5-carboxamide